C1(CCC1)C1=C(C=C(C=C1)C1CN(C1)C(=O)OC(C)(C)C)S(=O)(=O)C tert-Butyl 3-(4-cyclobutyl-3-methylsulfonyl-phenyl)azetidine-1-carboxylate